COC(=O)C=1C=CC2=C(N(C(=N2)CN2CCC=3C=C(C(=NC3C2)OCC2=C(C=C(C=C2)Cl)OC)I)C[C@H]2OCC2)C1F (S)-2-((2-((4-chloro-2-methoxybenzyl)oxy)-3-iodo-5,8-dihydro-1,7-naphthyridin-7(6H)-yl)methyl)-7-fluoro-1-(oxetan-2-ylmethyl)-1H-benzo[d]imidazole-6-carboxylic acid methyl ester